vanadium tetra(diethylamino)tetrakis(methylethylamino)vanadium C(C)N(CC)[V](N(C)CC)(N(C)CC)(N(C)CC)(N(CC)C)(N(CC)CC)(N(CC)CC)N(CC)CC.[V]